N1=CC=C(C=C1)C=CC(=O)N 3-(pyridin-4-yl)acrylamide